N,N,N'-triethyl propylenediamine Ethyl 2-amino-5-(1-isopropyl-1H-pyrazol-3-yl)-4-phenylthiophene-3-carboxylate NC=1SC(=C(C1C(=O)OCC)C1=CC=CC=C1)C1=NN(C=C1)C(C)C.C(C)N(CC(C)NCC)CC